C(C1=CN=CC=C1)(=O)N\N=C\C1=CC=C(C(=O)NC2=CC=CC=C2)C=C1 (E)-4-((2-nicotinoylhydrazono)methyl)-N-phenylbenzamide